2-(4-chloro-3-fluoro-phenoxy)-N-[3-[5-[trans-2-(difluoromethyl)cyclopropyl]-1,3,4-oxadiazol-2-yl]-1-bicyclo[1.1.1]pentanyl]acetamide ClC1=C(C=C(OCC(=O)NC23CC(C2)(C3)C=3OC(=NN3)[C@H]3[C@@H](C3)C(F)F)C=C1)F